2,6-dimethyl-1,4-dihydro-3,5-pyridinedicarboxylic diethyl ester C(C)OC(=O)C1=C(NC(=C(C1)C(=O)OCC)C)C